COC1=CC(=NC=C1)N1N=C(C(=C1)C1=CN=C(N1C)C(=O)N)C(F)(F)F 5-[1-(4-methoxy-2-pyridyl)-3-(trifluoromethyl)pyrazol-4-yl]-1-methyl-imidazole-2-carboxamide